C(C=C)N1C(=NC2=C1C=C(C(=C2)Cl)Cl)C2=CC=CC=C2 1-allyl-5,6-dichloro-2-phenyl-1H-benzo[d]imidazole